C(=O)C1(CCSCC1)C 4-FORMYL-4-METHYLTHIANE